PALMITOYLCARNITINE CCCCCCCCCCCCCCCC(=O)OC(CC(=O)[O-])C[N+](C)(C)C